ClC=1C=C(C=CC1F)N(S(=O)(=O)C1CC1)C1COC2=C1C(=CC=C2)F N-(3-chloro-4-fluorophenyl)-3-(cyclopropanesulfonamido)-4-fluoro-2,3-dihydrobenzofuran